1-(2-(4-(2H-1,2,3-triazol-4-yl)phenyl)propan-2-yl)-4-(ethoxymethyl)-4-phenethylpiperidine N=1NN=C(C1)C1=CC=C(C=C1)C(C)(C)N1CCC(CC1)(CCC1=CC=CC=C1)COCC